[Cl-].N Ammonia Chloride